NC1=C(C(=NN1C1(CC1)C)C1=NC=C(C=C1)C(C)C(NC1=NOC(=C1)C(C(F)(F)F)(C)C)=O)C(=O)N 5-Amino-1-(1-methylcyclopropyl)-3-[5-[1-[[5-(1,1,1-trifluoro-2-methylpropan-2-yl)-1,2-oxazol-3-yl]carbamoyl]ethyl]pyridin-2-yl]pyrazole-4-carboxamide